Ruthenium (cyclohexadiene) C1=CC=CCC1.[Ru]